S1C=NC2=C1C(=CC=C2)CCC[C@H]2C[C@@H]1N(CCN(C1)C1=C(C=NC=C1)F)C2=O (7S,8aS)-7-(3-(benzo[d]thiazol-7-yl)propyl)-2-(3-fluoropyridin-4-yl)hexahydropyrrolo[1,2-a]pyrazin-6(2H)-one